BrC1=NN(C(=N1)C(C)=O)CC (3-Bromo-1-ethyl-1H-1,2,4-triazol-5-yl)ethan-1-one